FC(C[Si](OCC)(CC)CC)(F)F trifluoroethyl-diethyl-ethoxysilane